COCCN1N=C2C=C(C(=CC2=C1)NC(C1=CC(=CC=C1)[N+](=O)[O-])=O)N1CCOCC1 N-(2-(2-methoxyethyl)-6-morpholino-2H-indazol-5-yl)-3-nitrobenzamide